3-(pyrazin-2-yl)-1H-indole-7-carbonitrile N1=C(C=NC=C1)C1=CNC2=C(C=CC=C12)C#N